ClC=1C=C2C(NC(C2=CC1Cl)=O)=O 5,6-dichloro-1,3-dioxoisoindoline